N-(2-fluoro-4-(1-methyl-1H-pyrazol-4-yl)benzyl)cyclopropylamine FC1=C(CNC2CC2)C=CC(=C1)C=1C=NN(C1)C